1-ethyl-3,5-difluorobenzene C(C)C1=CC(=CC(=C1)F)F